P(OC(=C)OP([O-])=O)([O-])=O vinylidene 1,1-diphosphonate